tert-Butyl (2R,4R)-2-[(4-tert-butylphenyl)-[2-(2-methoxyethylamino)-2-oxo-1-(3-pyridyl)ethyl]carbamoyl]-4-hydroxypyrrolidine-1-carboxylate C(C)(C)(C)C1=CC=C(C=C1)N(C(=O)[C@@H]1N(C[C@@H](C1)O)C(=O)OC(C)(C)C)C(C(=O)NCCOC)C=1C=NC=CC1